hexyl 10-hydroxyhexadecanoate OC(CCCCCCCCC(=O)OCCCCCC)CCCCCC